ClC=1C=C(C=CC1Cl)C1CCN(CC1)CC=1C=C(C=CC1C(F)(F)F)N(CCN(C)C)C N1-(3-((4-(3,4-dichlorophenyl)piperidin-1-yl)methyl)-4-(trifluoromethyl)phenyl)-N1,N2,N2-trimethyl-ethan-1,2-diamine